FC=1C=C(C=CC1F)N1C(CCCC12CCN(CC2)C2=NC(=NC(=C2)N2N=CC=C2)C)=O 1-(3,4-difluorophenyl)-9-(2-methyl-6-(1H-pyrazol-1-yl)pyrimidin-4-yl)-1,9-diazaspiro[5.5]undecan-2-one